4-[4-[3-(3-Fluorophenyl)prop-2-enoyl]phenyl]butanoic acid FC=1C=C(C=CC1)C=CC(=O)C1=CC=C(C=C1)CCCC(=O)O